P(=O)(OC1=C2C(=CNC2=CC(=C1)C#N)CCNC([2H])([2H])[2H])(O)O 6-cyano-3-(2-((methyl-d3)amino)ethyl)-1H-indol-4-yl dihydrogen phosphate